OC1=CC=C(C=CC2=CC(CC(C2)(C)C)=C(C#N)C#N)C=C1 2-(3-(4-Hydroxystyryl)-5,5-Dimethylcyclohex-2-enyliden)malononitril